OC1=C(N=C(N(C1=O)C)C1=NN(N=C1CCO)C)C(=O)NC=1C=NOC1 5-hydroxy-2-(5-(2-hydroxyethyl)-2-methyl-2H-1,2,3-triazol-4-yl)-N-(isoxazol-4-yl)-1-methyl-6-oxo-1,6-dihydropyrimidine-4-carboxamide